S1C(=CC=C1)C#CC1=C(C=CC=C1)NC=1C(C2=CC=CC=C2C(C1)=O)=O 2-((2-(thien-2-ylethynyl)phenyl)amino)naphthalene-1,4-dione